COC=1C=C(C#N)C=CC1N1N=CC(=C1)CN1C[C@H](OCC1)C=1C(=C2COC(C2=CC1)=O)C (R)-3-methoxy-4-(4-((2-(4-methyl-1-oxo-1,3-dihydroisobenzofuran-5-yl)morpholino)methyl)-1H-pyrazol-1-yl)benzonitrile